O=C(CC1=CC=C(C(=O)OC)C=C1)C1CCOCC1 methyl 4-(2-oxo-2-(tetrahydro-2H-pyran-4-yl)ethyl)benzoate